2-(difluoromethyl)-5-(3-fluoro-5-{1-[(5-methyl-1,3,4-oxadiazol-2-yl)methyl]-1H-imidazol-2-yl}phenyl)-1,3,4-oxadiazole FC(C=1OC(=NN1)C1=CC(=CC(=C1)C=1N(C=CN1)CC=1OC(=NN1)C)F)F